4-Ethyl(1-m-methylphenyl-4-piperidinyl)-3H-benzo[d]imidazole-5-carboxylate C(C)C1(CCN(CC1)C1=CC(=CC=C1)C)OC(=O)C1=CC2=C(N=CN2)C=C1